Cl.FC1CC2(CC(C2)N)C1 6-fluoro-spiro[3.3]heptane-2-amine hydrochloride